(E)-2-(4-(1H-pyrazol-1-yl)but-2-en-1-yl)isoindoline-1,3-dione N1(N=CC=C1)C/C=C/CN1C(C2=CC=CC=C2C1=O)=O